C(#N)C1(OCC1)C(=O)N1CC2(CC2)[C@@H]([C@@H]1CC=1C(=C(C=CC1)C1=CC=CC=C1)F)NS(=O)(=O)CCOC N-((6S,7S)-5-(2-cyanooxetane-2-carbonyl)-6-((2-fluoro-[1,1'-biphenyl]-3-yl)methyl)-5-azaspiro[2.4]heptan-7-yl)-2-methoxyethane-1-sulfonamide